NC=1N=C2N(C=C(C=C2)C2=C(C(=CC=C2)F)CO)C1C(=O)[C@H]1[C@H](C1)F (2-amino-6-(3-fluoro-2-(hydroxymethyl)phenyl)imidazo[1,2-a]pyridin-3-yl)((1S,2S)-2-fluorocyclopropyl)methanone